OC1(CC(C1)C(=O)N1CC2(C1)CC(C2)CC2=NC1=CC=CC=C1C=C2)C ((1s,3s)-3-Hydroxy-3-methylcyclobutyl)(6-(quinolin-2-ylmethyl)-2-azaspiro[3.3]heptan-2-yl)methanone